O[C@@H]1C[C@H](N(C1)C(=O)OC(C)(C)C)C(N[C@@H](C)C1=CC=C(C=C1)C1=C(N=CS1)CO)=O tert-butyl (2S,4R)-4-hydroxy-2-[[(1S)-1-[4-[4-(hydroxymethyl)thiazol-5-yl]phenyl]ethyl]carbamoyl]pyrrolidine-1-carboxylate